NC1=NC(=CC(=N1)N1CCC2(C[C@H](NC2)C(=O)OCC)CC1)O[C@@H](C(F)(F)F)C1=C(C=C(C=C1)Cl)C1=CC=C(C=C1)C (S)-ethyl 8-(2-amino-6-((R)-1-(5-chloro-4'-methyl-[1,1'-biphenyl]-2-yl)-2,2,2-trifluoroethoxy)pyrimidin-4-yl)-2,8-diazaspiro[4.5]decane-3-carboxylate